S1(CCC2=C1C=CC=C2)=O 2,3-dihydrobenzo-thiofuran oxide